CS(=O)C1=C(C(=O)O)C=C(C=N1)[N+](=O)[O-] 2-(Methylsulfinyl)-5-nitronicotinic acid